N1=C(C=CC=C1)CCN 2-(2-pyridyl)ethanamine